CS(=O)(=O)OCCOCCNC(=O)OC(C)(C)C 2-(2-((tert-butoxycarbonyl)amino)ethoxy)ethyl methanesulfonate